F[P-](F)(F)(F)(F)F.F[B-](F)(F)F.S1C=C(C=C1)C1=C[N+]2=C(C3=[N+]1C=CC=C3)C=CC=C2 6-(Thiophen-3-yl)dipyrido[1,2-a:2',1'-c]pyrazine-5,8-diium tetrafluoroborate hexafluorophosphate